cis-2-(hydroxymethyl)-N-(2-(2-methoxyphenyl)-1-methyl-1H-pyrrolo[2,3-c]pyridin-5-yl)cyclopropane-1-carboxamide OC[C@@H]1[C@@H](C1)C(=O)NC=1C=C2C(=CN1)N(C(=C2)C2=C(C=CC=C2)OC)C